2-HYDROXYNAPHTHALENE-3-CARBOXYLIC ACID OC1=CC2=CC=CC=C2C=C1C(=O)O